CC=1N(C(=CC1)C)C1=NN2C(C=C(C=C2)C2=NC(=CC=C2)C=2C=NN(C2)[C@H](C(C)C)C2=CC=C(C=C2)F)=N1 |r| racemic-2-(2,5-dimethyl-1H-pyrrol-1-yl)-7-(6-(1-(1-(4-fluorophenyl)-2-methylpropyl)-1H-pyrazol-4-yl)pyridin-2-yl)-[1,2,4]triazolo[1,5-a]pyridine